2-(4-methoxyphenyl)-7-methyl-3-(pyridin-4-yl)-6,7-dihydropyrazolo[1,5-a]pyrazine-5(4H)-carboxylate COC1=CC=C(C=C1)C1=NN2C(CN(CC2C)C(=O)[O-])=C1C1=CC=NC=C1